O=C1CCC(N1)C(=O)NC1=CC(=CC=2OCCOC21)OC2=CC(=CC=C2)C(F)(F)F 5-Oxo-N-(7-(3-(trifluoromethyl)phenoxy)-2,3-dihydrobenzo[b][1,4]dioxin-5-yl)pyrrolidine-2-carboxamide